Phenylethynyl-2-pyrazol-1-yl-benzoic acid C1(=CC=CC=C1)C#CC=1C(=C(C(=O)O)C=CC1)N1N=CC=C1